methyl 2-(4-amino-1-(2,2,2-trifluoroethyl)-1H-pyrazolo[3,4-d]pyrimidin-3-yl)-3-chloro-1H-indole-6-carboxylate NC1=C2C(=NC=N1)N(N=C2C=2NC1=CC(=CC=C1C2Cl)C(=O)OC)CC(F)(F)F